1-(tert-butyl) 2-methyl 2-((1-(bromomethyl)cyclopropyl)methyl)pyrrolidin-1,2-diformate BrCC1(CC1)CC1(N(CCC1)C(=O)OC(C)(C)C)C(=O)OC